O=C1C(=CC2=CC=CC3=CC=CC1=C23)CNCCS(=O)(=O)[O-].[Na+] sodium 2-[(1-oxophenalen-2-yl)methylamino]ethanesulfonate